(E)-N-(4-(4-hydroxy-2-methylbut-2-enamido)butyl)-3,4-dimethoxybenzamide OC/C=C(/C(=O)NCCCCNC(C1=CC(=C(C=C1)OC)OC)=O)\C